4-(4-((1,3-dimethyl-1H-pyrazolo[4,3-b]pyridin-6-yl)oxy)pyridin-2-yl)-2-ethylbenzamide CN1N=C(C2=NC=C(C=C21)OC2=CC(=NC=C2)C2=CC(=C(C(=O)N)C=C2)CC)C